3-((3-iodo-5-(trifluoromethyl)benzyl)oxy)-2-phenylpiperidine IC=1C=C(COC2C(NCCC2)C2=CC=CC=C2)C=C(C1)C(F)(F)F